(3R,4R)-1-(1-((1S)-1-(2,4-difluorophenyl)ethyl)-5,6-difluoro-1H-benzimidazol-2-yl)-4-fluoro-3-piperidinamine FC1=C(C=CC(=C1)F)[C@H](C)N1C(=NC2=C1C=C(C(=C2)F)F)N2C[C@H]([C@@H](CC2)F)N